1,4,5,6,7,7-hexa-chloro-5-norbornene-2,3-dicarboxylic acid ClC12C(C(C(C(=C1Cl)Cl)(C2(Cl)Cl)Cl)C(=O)O)C(=O)O